1-[[4-[2-(imidazo[1,2-b]pyridazin-6-ylamino)pyrazolo[1,5-a]pyridin-5-yl]-6-methyl-3-pyridyl]oxy]-2-methyl-propan-2-ol N=1C=CN2N=C(C=CC21)NC2=NN1C(C=C(C=C1)C1=C(C=NC(=C1)C)OCC(C)(O)C)=C2